OCCN1CCN(CC1)C(CC)S(=O)(=O)O [4-(2-Hydroxy-ethyl)-1-piperazinyl]propanesulfonic acid